NCC1=NNC(C2=CC=C(C=C12)C=1C=NN(C1C=1C(=C2C=CC=NC2=CC1C#N)Cl)C)=O (P)-6-(4-(4-(aminomethyl)-1-oxo-1,2-dihydrophthalazin-6-yl)-1-methyl-1H-pyrazol-5-yl)-5-chloroquinoline-7-carbonitrile